(4-fluorophenyl)-N-(3-(2-(2-hydroxyethoxy)-6-morpholinopyridin-4-yl)-4-methylphenyl)-5-(methylsulfinyl)-1H-pyrazole-3-carboxamide FC1=CC=C(C=C1)N1N=C(C=C1S(=O)C)C(=O)NC1=CC(=C(C=C1)C)C1=CC(=NC(=C1)N1CCOCC1)OCCO